NC=1N=C2N(C=C(C=C2)C=2C(=C3C(=NC2)NC=C3)C)C1C(=O)[C@H]1[C@H](C1)F (2-amino-6-(4-methyl-1H-pyrrolo[2,3-b]pyridin-5-yl)imidazo[1,2-a]pyridin-3-yl)((1s,2s)-2-fluorocyclopropyl)methanone